C[Si](CCCCCCCC[SiH2]C(NCCC[Si](OC)(OC)OC)NCCC[Si](OC)(OC)OC)(OCC)OCC 1-methyldiethoxysilyl-8-bis(trimethoxysilylpropylamino)methylsilyloctane